1-amino-3-methoxy-propan-2-ol NCC(COC)O